5-(2-methylpiperazin-1-yl)-2,3-dihydro-1,4-benzodioxine CC1N(CCNC1)C1=CC=CC=2OCCOC21